di-tert-butyl ((1R,2s)-cyclopropane-1,2-diyl)dicarbamate [C@@H]1([C@H](C1)NC(OC(C)(C)C)=O)NC(OC(C)(C)C)=O